[2-(dimethylamino)ethyl]-N,N,N'-trimethyl-ethane-1,2-diamine CN(CCC(CNC)N(C)C)C